COCC(C)(C)NC=1C2=C(N=C(N1)NC1=C(C=C(C=C1)S(=O)(=O)C)OC)NC=C2 N4-(1-methoxy-2-methylpropan-2-yl)-N2-(2-methoxy-4-(methylsulfonyl)phenyl)-7H-pyrrolo[2,3-d]pyrimidine-2,4-diamine